C1(CC1)S(=O)(=O)C=1C=C(OC[C@H](CN(C(OC(C)(C)C)=O)[C@H]2COC3(C2)CCN(CC3)S(=O)(=O)C3=CN(C2=C(C=CC=C2C3=O)F)CC)O)C=CC1 tert-butyl ((S)-3-(3-(cyclopropylsulfonyl)phenoxy)-2-hydroxypropyl)((R)-8-((1-ethyl-8-fluoro-4-oxo-1,4-dihydroquinolin-3-yl)sulfonyl)-1-oxa-8-azaspiro[4.5]decan-3-yl)carbamate